C1(CCC1)CN1N=CC(=C1)N1C(SC=C1)C=1C=NN(C1)C N-(1-(Cyclobutylmethyl)-1H-pyrazol-4-yl)-2-(1-methyl-1H-pyrazol-4-yl)thiazole